FC1=C(C=C(C(=O)OC)C=C1)O[C@@H]1CN(C[C@@H](C1)C1=CC=CC=C1)S(=O)(=O)C cis-Methyl 4-fluoro-3-((1-(methylsulfonyl)-5-phenylpiperidin-3-yl)oxy)benzoate